C1(CC1)C1=CC(=C(C(=O)N)C=C1)F 4-cyclopropyl-fluorobenzamide